NC1=CC2=C(N(C3=CC=C(C=C23)Cl)C)N=C1C(C)C 2-(3-amino-6-chloro-9-methyl-9H-pyrido[2,3-b]indol-2-yl)propan